4-(4-(trifluoromethyl)pyridin-2-yl)terephthalamide FC(C1=CC(=NC=C1)C1(CC=C(C(=O)N)C=C1)C(=O)N)(F)F